C(C)N(C(C1=C(C=CC(=C1)F)OC1=C(N=CN=N1)N1CC2(CN(C2)C(C(C)C)CC(CN(C)C(C)C)O)CC1)=O)C(C)C N-ethyl-5-fluoro-2-((5-(2-((3x-r,5x-s)-5-hydroxy-6-(isopropyl-(methyl)amino)-2-methylhex-3-yl)-2,6-diazaspiro[3.4]oct-6-yl)-1,2,4-triazin-6-yl)oxy)-N-isopropylbenzamide